1-[(1r,3R,5S,7r)-3,5-dimethyladamantan-1-yl]-3-[4-(4-Propionylpiperazine-1-carbonyl)phenyl]urea C[C@]12CC3(CC(C[C@@](C1)(C3)C)C2)NC(=O)NC2=CC=C(C=C2)C(=O)N2CCN(CC2)C(CC)=O